(ethylcyclopentadienyl)(cyclopentadienyl)magnesium C(C)C1(C=CC=C1)[Mg]C1C=CC=C1